C1(NCC2=CC=CC=C12)C(C#C)O isoindolinyl-propargyl alcohol